N-(1-carbamimidoyl-1H-pyrazol-4-yl)-2-(4,4-difluoroazepan-1-yl)quinoline-3-carboxamide C(N)(=N)N1N=CC(=C1)NC(=O)C=1C(=NC2=CC=CC=C2C1)N1CCC(CCC1)(F)F